(R)-2-((tert-butoxycarbonyl)amino)-3-(4-nitrophenyl)propionic acid C(C)(C)(C)OC(=O)N[C@@H](C(=O)O)CC1=CC=C(C=C1)[N+](=O)[O-]